C(CCCCCCCCCCC)N(CCS(=O)(=O)O)CCCCCCCCCCCC N,N-didodecyl-2-Aminoethanesulfonic Acid